ClC=1C=C(C=CC1OC)C1=CN=C2N1C=CN=C2NC2=CC=C(C(=O)NCCCN(C)C)C=C2 4-[[3-(3-chloro-4-methoxyphenyl)imidazo[1,2-a]pyrazin-8-yl]amino]-N-[3-(dimethylamino)propyl]benzamide